4-(4-Hydroxy-3-methylphenyl)-cinnolin OC1=C(C=C(C=C1)C1=CN=NC2=CC=CC=C12)C